Dioxidothiomorpholin [O-]C1N(CCSC1)[O-]